(methyl)cyclopropene CC1=CC1